BrC=1C=CC(=NC1C)C(C(=O)N)C1=CNC2=CC=C(C=C12)Cl (5-bromo-6-methylpyridin-2-yl)-2-(5-chloro-1H-indol-3-yl)acetamide